FC=1C=C(C=CC1C=1N=C2SC3=C(N2C1)C=CC(=C3)C(NCCCN3CCC(CC3)F)=O)C3N(CC(C3)O)C(=O)OC(C)(C)C tert-butyl 2-(3-fluoro-4-(7-((3-(4-fluoropiperidin-1-yl)propyl)carbamoyl)benzo[d]imidazo[2,1-b]thiazol-2-yl)phenyl)-4-hydroxypyrrolidine-1-carboxylate